C(C)(C)(C)N1N=CC(=C1)C(=O)NCC1=C(C=C(C=C1)C=1C=2N(C=C(N1)C=1C=NN(C1)C)N=CC2)C (tert-butyl)-N-(2-methyl-4-(6-(1-methyl-1H-pyrazol-4-yl)pyrazolo[1,5-a]pyrazin-4-yl)benzyl)-1H-pyrazole-4-carboxamide